4-[[2-[(2-cyanophenyl)methyl-(2,3,4,5-tetrafluorophenyl)sulfonyl-amino]acetyl]-[(3-cyclopropyl-5-pyrrolidin-1-yl-phenyl)methyl]amino]-3-ethoxy-benzoic acid C(#N)C1=C(C=CC=C1)CN(CC(=O)N(C1=C(C=C(C(=O)O)C=C1)OCC)CC1=CC(=CC(=C1)N1CCCC1)C1CC1)S(=O)(=O)C1=C(C(=C(C(=C1)F)F)F)F